4-bromo-3,6-dimethoxybenzocyclobuten BrC=1C2(C(CC2)C=C(C1)OC)OC